C(C)(C)(C)OC(=O)NC=1C=C(C=CC1)C(CC(=O)O)C1=CC=CC=C1 3-(3-((tert-butoxycarbonyl)amino)phenyl)-3-phenylpropanoic acid